2-(5-Cyclobutyl-2-fluorophenyl)-4,4,5,5-tetramethyl-1,3,2-dioxaborolane C1(CCC1)C=1C=CC(=C(C1)B1OC(C(O1)(C)C)(C)C)F